N=1N(N=C2C1C=CC=C2)C2=C(C(=CC(=C2)CCCCCC)CCCCCCCCCCCC)O 2-(2H-benzotriazol-2-yl)-6-dodecyl-4-hexylphenol